N[C@H](C(=O)NCCCNC(CNC(CBr)=O)=O)CCN(C(CO)=O)[C@H](C(C)(C)C)C=1N(C=C(C1)C1=C(C=CC(=C1)F)F)CC1=CC=CC=C1 (2S)-2-amino-4-[{(1R)-1-[1-benzyl-4-(2,5-difluorophenyl)-1H-pyrrol-2-yl]-2,2-dimethylpropyl}(glycoloyl)amino]-N-(3-{[N-(bromoacetyl)glycyl]amino}propyl)-butanamide